CC1=C(C=CC=C1C)N1CCN(CC1)C(CN1N=C(C=2CCCCC12)C(=O)N1CC(C(CC1)O)CO)=O 1-(4-(2,3-dimethylphenyl)piperazin-1-yl)-2-(3-(4-hydroxy-3-(hydroxymethyl)piperidine-1-carbonyl)-4,5,6,7-tetrahydro-1H-indazol-1-yl)ethanone